17-(eicosa-11-enoyloxy)-heptadecanoic acid C(CCCCCCCCCC=CCCCCCCCC)(=O)OCCCCCCCCCCCCCCCCC(=O)O